FC(C1=NN=C(S1)NC(=O)C1=NN2C(C(N(CC2)CC2=C(C=CC=C2)F)=O)=C1C)F 5-(2-fluorobenzyl)-3-methyl-4-oxo-4,5,6,7-tetrahydropyrazolo[1,5-a]pyrazine-2-carboxylic acid (5-difluoromethyl[1,3,4]thiadiazol-2-yl)amide